3-chloro-5-methyl-6-(piperazin-1-yl)pyrrolo[3,2-c]pyridazine-7-carboxylic acid tert-butyl ester C(C)(C)(C)OC(=O)C1=C(N(C2=C1N=NC(=C2)Cl)C)N2CCNCC2